CN1N=C(C2=CC=C(C=C12)C(C)(C)O)NC=1C=NN(C1OC(C)C)C 2-[1-methyl-3-({1-methyl-5-[(propan-2-yl)oxy]-1H-pyrazol-4-yl}amino)-1H-indazol-6-yl]propan-2-ol